N1C(=CC2=CC=CC=C12)C#CCO alpha-indolyl-propynyl alcohol